4-(3-oxa-7,9-diazabicyclo[3.3.1]nonan-7-yl)-N-(7-fluoro-2-methylimidazo[1,2-a]pyridin-6-yl)-2,3-dihydro-1H-pyrrolo[2,3-b]pyridine-1-carboxamide 2,2,2-trifluoroacetate FC(C(=O)O)(F)F.C12COCC(CN(C1)C1=C3C(=NC=C1)N(CC3)C(=O)NC=3C(=CC=1N(C3)C=C(N1)C)F)N2